(2E,7S,11S)-7,15,17-trihydroxy-11-methyl-12-oxabicyclo[12.4.0]octadeca-1(18),2,14,16-tetraen-13-one O[C@H]1CCC/C=C/C2=CC(=CC(=C2C(O[C@H](CCC1)C)=O)O)O